4-fluoro-3-[(Z)-2-fluoro-2-(5-fluoropyridin-3-yl)vinyl]-N-[(1s,2s)-2-hydroxycyclohexyl]benzamide diethyl-4,4'-biphenyldicarboxylate C(C)OC(=O)C1=CC=C(C=C1)C1=CC=C(C=C1)C(=O)OCC.FC1=C(C=C(C(=O)N[C@@H]2[C@H](CCCC2)O)C=C1)\C=C(\C=1C=NC=C(C1)F)/F